IC=1C(=CC2=C(OCO2)C1)SC=1NC2=NC=NC(=C2N1)N 8-((6-iodobenzo[d][1,3]dioxol-5-yl)thio)-9H-purin-6-amine